18-chloro-24,26-difluoro-19-methoxy-21,21-dioxo-14-oxa-21λ6-thia-10,22-diazapentacyclo[21.3.1.116,20.02,10.04,9]octacosa-1(27),2,4,6,8,16,18,20(28),23,25-decaen-15-one ClC=1C=C2C(OCCCN3C4=CC=CC=C4C=C3C=3C(=CC(=C(NS(C(C1OC)=C2)(=O)=O)C3)F)F)=O